ClC=1C=CC=2N(C3=CC=C(C=C3C2C1)Cl)[C@@H]1[C@H]([C@@H](COC1)N=S(=O)(NCCC)C1=CC=C(C=C1)OC(F)(F)F)O N'-((3R,4R,5S)-5-(3,6-dichloro-9H-carbazol-9-yl)-4-hydroxytetrahydro-2H-pyran-3-yl)-N-propyl-4-(trifluoromethoxy)benzenesulfonimidoamide